NC1(CCN(CC1)C=1C=C2CN3[C@@H](C2=CC1)CN(C[C@H]3C)C3=C1C=CC=NC1=C(C=C3)C#N)C 5-[(4R,10bS)-8-(4-amino-4-methyl-1-piperidinyl)-4-methyl-3,4,6,10b-tetrahydro-1H-pyrazino[2,1-a]isoindol-2-yl]quinoline-8-carbonitrile